(Z)-azanediylbis(propane-3,1-diyl) dioleate TFA salt OC(=O)C(F)(F)F.C(CCCCCCC\C=C/CCCCCCCC)(=O)OCCCNCCCOC(CCCCCCC\C=C/CCCCCCCC)=O